(beta-aminopropoxy)aniline NC(CONC1=CC=CC=C1)C